2-(3-bromo-4-(2-hydroxypropan-2-yl)phenyl)-3,5,7,8-tetrahydro-4H-thiopyrano[4,3-d]pyrimidin-4-one BrC=1C=C(C=CC1C(C)(C)O)C=1NC(C2=C(N1)CCSC2)=O